C(#N)C1CN(C1)S(=O)(=O)N1C[C@H](N(CC1)C)C(=O)N1[C@H](CCC1)C(=O)NCC1=CC=C(C=C1)C(F)(F)F 1-(((2S)-4-((3-cyano-1-azetidinyl)sulfonyl)-1-methyl-2-piperazinyl)carbonyl)-N-(4-(trifluoromethyl)benzyl)-D-prolinamide